[Si](C)(C)(C(C)(C)C)OC[C@@H]1[C@@H]([C@H]([C@@H](O1)N1C2=NC=NC(=C2N=C1)NC(C1=CC=CC=C1)=O)O)F N-(9-((2R,3S,4R,5R)-5-(((tert-butyldimethylsilyl)oxy)methyl)-4-fluoro-3-hydroxytetrahydrofuran-2-yl)-9H-purin-6-yl)benzamide